C(CCCCCCC\C=C/CCCCCCCC)(=O)OCCOCCOCCOCCOCCOCCOCCOCCOCCOC(CCCCCCC\C=C/CCCCCCCC)=O nonaethylene glycol dioleate